N1(CCCC1)C1CNCC1 1,3'-bipyrrolidine